(2S,3S,4R,5R)-5-(6-(3-iodobenzylamino)-9H-purin-9-yl)-3,4-dihydroxyl-N'-methyl-tetrahydrofuran-2-carbohydrazide IC=1C=C(CNC2=C3N=CN(C3=NC=N2)[C@H]2[C@@H]([C@@H]([C@H](O2)C(=O)NNC)O)O)C=CC1